CC1=CC=C(O1)CCO 2-(5-methylfuran-2-yl)ethanol